C(C)(C)C1=NOC(=N1)N1CCN(CC1)C(=O)[C@H]1CN(CCC1)S(=O)(=O)C1=CC=C(C=C1)S(=O)(=O)C(CC)CC (R)-(4-(3-Isopropyl-1,2,4-oxadiazol-5-yl)piperazin-1-yl)(1-((4-(pentan-3-ylsulfonyl)phenyl)sulfonyl)piperidin-3-yl)methanone